4-[3-(3,4-dihydro-1H-isoquinolin-2-yl)-2-hydroxy-propyl]-2,3-dihydro-1,4-benzoxazepin C1N(CCC2=CC=CC=C12)CC(CN1CCOC2=C(C1)C=CC=C2)O